CC1(CCN(CC1)C1=C(C=CC=C1)NS(=O)(=O)C1=C(N=C(S1)S(=O)(=O)N(C)C)C)C N5-[2-(4,4-dimethyl-1-piperidyl)phenyl]-N2,N2,4-trimethylthiazole-2,5-disulfonamide